O=C1NC(CCC1NC=1C=CC(=NC1)C1CCN(CC1)CC1=CC=C(C=C1)C=1C=C2C(=NC=NN2C1)C1=CC(=C(C=C1)CNC(OC(C)(C)C)=O)F)=O tert-butyl N-[[4-[6-[4-[[4-[5-[(2,6-dioxo-3-piperidyl)amino]-2-pyridyl]-1-piperidyl]methyl]phenyl]pyrrolo[2,1-f][1,2,4]triazin-4-yl]-2-fluoro-phenyl]methyl]carbamate